FC(F)(F)[Sb](C1=CC=CC=C1)=S trifluoromethyl-phenyl-antimony sulfide